C(#N)C=1C=CC2=C(N(C(=N2)NC(CC(C)(C)C)=O)C2=NC=C(C=C2)F)C1 N-(6-cyano-1-(5-fluoropyridin-2-yl)-1H-benzo[d]imidazol-2-yl)-3,3-dimethylbutanamide